BrC1=CC(=CC=2C(C3=CC=CC=C3N(C12)C1=C(C=C(C=C1)C(C)(C)C)Br)(C)C)C(C)(C)C 4-bromo-10-(2-bromo-4-(tert-butyl)phenyl)-2-(tert-butyl)-9,9-dimethyl-9,10-dihydroacridine